C1(CCCC1)S(=O)(=O)C=1C=C(C=CC1)NC(C1=C(N=C(C=C1)OC1COC1)N1CCC2(CC2)CC1)=O N-(3-(cyclopentylsulfonyl)phenyl)-6-(oxetan-3-yloxy)-2-(6-azaspiro[2.5]octan-6-yl)nicotinamide